C(#N)[C@@H]1[C@@H](CN(CCC1)C=1C2=C(N=C(N1)OCC13CCCN3CCC1)C(=C(N=C2)C2=CC(=CC1=CC=CC(=C21)C#C)O)F)NC(C=C)=O N-((3S,4S)-4-cyano-1-(7-(8-ethynyl-3-hydroxynaphthalen-1-yl)-8-fluoro-2-((tetrahydro-1H-pyrrolizin-7a(5H)-yl)methoxy)pyrido[4,3-d]pyrimidin-4-yl)azepan-3-yl)acrylamide